BrC=1C=C2C=C(C(=NC2=C(C1)F)C)C(C([2H])([2H])[2H])(C([2H])([2H])[2H])O 2-(6-bromo-8-fluoro-2-methylquinolin-3-yl)propan-1,1,1,3,3,3-d6-2-ol